piperidin-4-yl methyl-piperazine-1-carboxylate CC1N(CCNC1)C(=O)OC1CCNCC1